N-(4-pentenyl)morpholine C(CCC=C)N1CCOCC1